6-bromobenzo[b]thiophene-2-carbonitrile BrC=1C=CC2=C(SC(=C2)C#N)C1